3-(nonylcarbamoylmethyl)-3,5,5-trimethylcyclohexylcarbamate C(CCCCCCCC)NC(=O)CC1(CC(CC(C1)(C)C)NC([O-])=O)C